N-((1R,3S)-3-((4-(4-fluoro-1-isopropyl-1H-benzo[d]imidazol-6-yl)-5-methylpyridin-2-yl)carbamoyl)cyclohexyl)-1-methylazetidine-3-carboxamide FC1=CC(=CC=2N(C=NC21)C(C)C)C2=CC(=NC=C2C)NC(=O)[C@@H]2C[C@@H](CCC2)NC(=O)C2CN(C2)C